O=S1(CCN(CC1)CCC(=O)N)=O 3-(1,1-dioxo-1λ6-thiomorpholine-4-yl)propanamide